tert-Butyl 3-(((2-((5-(((benzyloxy)carbonyl)amino)pentyl)oxy)benzyl)oxy)methyl)azetidine-1-carboxylate C(C1=CC=CC=C1)OC(=O)NCCCCCOC1=C(COCC2CN(C2)C(=O)OC(C)(C)C)C=CC=C1